C(C=CC1=CC=CC=C1)OC=1C=C(C=O)C=CC1 3-cinnamoxybenzaldehyde